1,3-Diallylimidazolium C(C=C)N1C=[N+](C=C1)CC=C